1-(4-(dimethylamino)butyl)-3-methylimidazolidin-2-one CN(CCCCN1C(N(CC1)C)=O)C